BrC1=CC(=C(C=C1)CN(C)C)OC 1-(4-bromo-2-methoxyphenyl)-N,N-dimethylmethylamine